{5-[(2-Chloroacetyl)amino]-2-(3-chlorophenyl)benzo[d]imidazol-1-yl}-4-methylpentanoic acid ClCC(=O)NC1=CC2=C(N(C(=N2)C2=CC(=CC=C2)Cl)C(C(=O)O)CC(C)C)C=C1